1-octadecyl-methyl-diethoxysilane C(CCCCCCCCCCCCCCCCC)C[SiH](OCC)OCC